FC1=CC2=C(N=C(S2)N2C[C@@H](N(C[C@H]2C)C2=CC(N(C=3C=CC(=NC23)C#N)C)=O)C)C=C1 8-((2S,5R)-4-(6-Fluorobenzo[d]thiazol-2-yl)-2,5-dimethylpiperazin-1-yl)-5-methyl-6-oxo-5,6-dihydro-1,5-naphthyridin-2-carbonitril